1-methyl-N2-(6-(1-methyl-1H-pyrazol-4-yl)pyrazolo[1,5-a]pyridin-3-yl)ethane-1,2-diamine CC(CNC=1C=NN2C1C=CC(=C2)C=2C=NN(C2)C)N